C(#N)C1=CC(=C(C(=O)NC2=CC(=C(C=C2)C=O)C(F)(F)F)C=C1)C 4-cyano-N-[4-formyl-3-(trifluoromethyl)phenyl]-2-methylbenzamide